2-(2,3,3a,4,6,6a-Hexahydro-1H-pyrrolo[3,4-c]pyrrol-5-yl)-4-isobutyl-benzonitrile hydrochloride Cl.C1NCC2C1CN(C2)C2=C(C#N)C=CC(=C2)CC(C)C